tert-butyl (R)-allyl(2-hydroxybut-3-en-1-yl)carbamate C(C=C)N(C(OC(C)(C)C)=O)C[C@@H](C=C)O